CO[Si](OC)(OC)CCCNCCN N-trimethoxysilylpropyl-ethylenediamine